3-(8-hydroxy-2-methyl-4-oxoquinazolin-3(4H)-yl)piperidine-2,6-dione OC=1C=CC=C2C(N(C(=NC12)C)C1C(NC(CC1)=O)=O)=O